2-(5-cyclopropyl-3-methylisoxazol-4-yl)malonyl chloride C1(CC1)C1=C(C(=NO1)C)C(C(=O)Cl)C(=O)Cl